2-(benzo[d][1,3]dioxolan-5-yl)-4,6-bis(trichloromethyl)-1,3,5-triazine O1COC2=C1C=CC(=C2)C2=NC(=NC(=N2)C(Cl)(Cl)Cl)C(Cl)(Cl)Cl